[4-(difluoromethoxy)phenyl]-N-{2-fluoro-3-[6-oxo-4-(trifluoromethyl)-1,6-dihydropyrimidin-2-yl]-4-(trifluoromethyl)benzyl}piperidine-4-carboxamide FC(OC1=CC=C(C=C1)N1CCC(CC1)C(=O)NCC1=C(C(=C(C=C1)C(F)(F)F)C=1NC(C=C(N1)C(F)(F)F)=O)F)F